CC1=CC(=C(C=C1)NCCCC2=CC=CC=C2)N 4-Methyl-N1-(3-phenyl-propyl)-benzene-1,2-diamine